1,2,4,5-tetrabromomethylbenzene BrCC1=C(C=C(C(=C1)CBr)CBr)CBr